COCCCC(=O)CC=1C(NC(N([C@]2([C@H](OC)[C@H](O)[C@@H](C(O)=CC)O2)C)C1)=O)=O 5-methoxybutyrylmethylmethylmethylmethylene-2'-O-methyl-uridine